FC1=C2CN(C(NC2=CC=C1F)=O)CC(=O)O (5,6-difluoro-2-oxo-1,4-dihydroquinazolin-3-yl)acetic acid